ICC(=O)NCCCC 4-(iodoacetamido)butane